FC(C1=NNC(=N1)C1=NC=CC=C1)(F)F 3-(trifluoromethyl)-5-(2-pyridyl)-1,2,4-triazole